NC1=C(C(=NC(=N1)C1CC1)C(=O)[O-])Cl 6-amino-5-chloro-2-cyclopropylpyrimidine-4-carboxylate